bis[3,5-bis(1,1-dimethylethyl)-4-methoxyphenyl]phosphine CC(C)(C)C=1C=C(C=C(C1OC)C(C)(C)C)PC1=CC(=C(C(=C1)C(C)(C)C)OC)C(C)(C)C